O=C[C@H](O)[C@@H](O)[C@H](O)CO.[Na] Sodium xylose